5-bromo-1H-indene-2,2(3H)-dicarboxylic acid diethyl ester C(C)OC(=O)C1(CC2=CC=C(C=C2C1)Br)C(=O)OCC